The molecule is an anthocyanidin cation consisting of benzopyrylium with hydroxy substituents at positions 3 and 7, a methoxy group at position 5 and a 4-hydroxy-3,5-dimethoxyphenyl group at position 2 respectively. It has a role as a plant metabolite. COC1=CC(=CC(=C1O)OC)C2=C(C=C3C(=CC(=CC3=[O+]2)O)OC)O